1,1,3,3-tetramethylbutylperoxyisobutyl monocarbonate C(OC(C(C)C)OOC(CC(C)(C)C)(C)C)([O-])=O